4-((1-(tert-butyl)-3-((1s,4s)-4-hydroxycyclohexyl)-1H-pyrazol-5-yl)amino)-2,3-dihydrobenzo[b]thiophene 1,1-dioxide C(C)(C)(C)N1N=C(C=C1NC1=CC=CC=2S(CCC21)(=O)=O)C2CCC(CC2)O